(2S,6S)-N-((S)-1-cyano-2-(4-(3-methyl-2-oxo-2,3-dihydrobenzo[d]oxazol-5-yl)phenyl)ethyl)-6-hydroxy-1,4-oxazepane-2-carboxamide C(#N)[C@H](CC1=CC=C(C=C1)C=1C=CC2=C(N(C(O2)=O)C)C1)NC(=O)[C@H]1OC[C@H](CNC1)O